N1=CC=CC2=CC=CC(=C12)OCC1=NOC(=N1)C(=O)O 3-((quinolin-8-yloxy)methyl)-1,2,4-oxadiazole-5-carboxylic acid